(S)-1-(3-(7-acetyl-4-amino-3-((2,6-diethoxy-3,5-difluoropyridin-4-yl)ethynyl)-1H-pyrazolo[4,3-c]pyridin-1-yl)pyrrolidin-1-yl)prop-2-en-1-one C(C)(=O)C=1C2=C(C(=NC1)N)C(=NN2[C@@H]2CN(CC2)C(C=C)=O)C#CC2=C(C(=NC(=C2F)OCC)OCC)F